methyl 6-(4-(3-(4-chloro-3-fluorophenyl)-1-((2,5-dimethyloxazol-4-yl)methyl)-1H-pyrrolo[2,3-b]pyridine-6-carbonyl)-3,3-dimethylpiperazin-1-yl)-2,4-dimethylnicotinate ClC1=C(C=C(C=C1)C1=CN(C2=NC(=CC=C21)C(=O)N2C(CN(CC2)C2=NC(=C(C(=O)OC)C(=C2)C)C)(C)C)CC=2N=C(OC2C)C)F